NC1=NC(=CC(=N1)C=1N=NN(C1)CC1=CC=CC(=N1)C(C)N1CCC(CC1)C(=O)O)C1=CC(=CC=C1)C#N 1-{1-[6-({4-[2-amino-6-(m-cyanophenyl)-4-pyrimidinyl]-1H-1,2,3-triazol-1-yl}methyl)-2-pyridinyl]ethyl}-4-piperidinecarboxylic acid